(S)-N-(5-(2,4-difluorophenoxy)pyrazin-2-yl)-2-(3,3-dimethyl-4-(5-oxo-4-(1H-pyrazol-4-yl)-4,5-dihydropyrazine-2-carbonyl)piperazin-1-yl)propanamide FC1=C(OC=2N=CC(=NC2)NC([C@H](C)N2CC(N(CC2)C(=O)C=2N=CC(N(C2)C=2C=NNC2)=O)(C)C)=O)C=CC(=C1)F